BrC=1C=C(C=C2C(C=C(OC12)S(=O)(=O)CC)=O)C 8-bromo-2-(ethylsulfonyl)-6-methyl-4H-chromen-4-one